sodium lauroylmethyl-β-alaninate C(CCCCCCCCCCC)(=O)N(CCC(=O)[O-])C.[Na+]